C(C)(C)N(P(OCCC#N)OCCOCCP(=O)(OC)OC)C(C)C 2-cyanoethyl (2-(2-(dimethoxyphosphoryl)ethoxy)ethyl) diisopropylphosphoramidite